1,3-dioxoisoindol-2-yl oxolane-3-carboxylate O1CC(CC1)C(=O)ON1C(C2=CC=CC=C2C1=O)=O